O=C1NC(CCC1N1CC2=CC(=C(C=C2C1=O)N1CCC(CC1)C=O)F)=O 1-(2-(2,6-dioxopiperidin-3-yl)-6-fluoro-3-oxoisoindolin-5-yl)piperidine-4-carboxaldehyde